1-(methylimino)-1λ6-thiomorpholine-1-oxide CN=S1(CCNCC1)=O